FC(OC1=C(C(=O)O)C=CC=C1C#CC=1C=NN(C1)C)F (difluoromethoxy)-3-[(1-methyl-1H-pyrazol-4-yl)ethynyl]benzoic acid